2-(3-methoxy-1-methyl-1H-pyrrol-4-yl)-5-methyl-1H-pyrrole-3-carboxylic acid COC1=CN(C=C1C=1NC(=CC1C(=O)O)C)C